C1(=CC=CC=C1)N1CCC(CC1)C(=O)N1N=CCC1C=1C=NC=CC1 (1-phenylpiperidin-4-yl)(5-(pyridin-3-yl)-4,5-dihydro-1H-pyrazol-1-yl)methanone